N,N-dimethyltryptamine fumarate C(\C=C\C(=O)O)(=O)O.CN(CCC1=CNC2=CC=CC=C12)C